potassium [(1R)-1-amino-3-methylbutyl]trifluoroboranuide N[C@@H](CC(C)C)[B-](F)(F)F.[K+]